C(C)[C@]1(C(OCC=2C(N3CC=4N(C5=CC=C(C=C5C(C4C3=CC21)=O)F)C)=O)=O)O (S)-4-ethyl-8-fluoro-4-hydroxy-11-methyl-1,12-dihydro-14H-pyrano[3',4':6,7]indolizino[2,1-b]quinoline-3,6,14(4H,11H)-trione